C(C)(C)(C)OC(=O)N[C@H](C(=O)NC1=CC2=C(S1)CC(CC2)(C(NC)=O)NC(OCC2=CC=CC=C2)=O)C2CCCCC2 benzyl (2-((S)-2-((tert-butoxycarbonyl)amino)-2-cyclohexylacetamido)-6-(methylcarbamoyl)-4,5,6,7-tetrahydrobenzo[b]thiophen-6-yl)carbamate